(1H-PYRROL-2-YL)-ACETIC ACID N1C(=CC=C1)CC(=O)O